FC1=C(C=CC(=C1)[C@H]1NC(CC1)=O)C=1N=C2SC3=C(N2C1)C=CC(=C3)C(=O)OCC ethyl (S)-2-(2-fluoro-4-(5-oxopyrrolidin-2-yl)phenyl)benzo[d]imidazo[2,1-b]thiazole-7-carboxylate